N-[2-(1-benzylpiperidin-4-yl)ethyl]-4-chloro-3-(4-chloro-6-methylpyridin-3-yl)benzamide C(C1=CC=CC=C1)N1CCC(CC1)CCNC(C1=CC(=C(C=C1)Cl)C=1C=NC(=CC1Cl)C)=O